ClC=1C=C(C=CC1O)C=1OC(C2=C(N1)C1=C(S2)N=CC=N1)=O 2-(3-chloro-4-hydroxyphenyl)-4H-pyrazino[2',3':4,5]thieno[3,2-d][1,3]oxazin-4-one